2-[1-[(2-chlorophenyl)methyl]-5-oxopyrrolidin-2-yl]-N-[3-(dimethylamino)propyl]acetamide ClC1=C(C=CC=C1)CN1C(CCC1=O)CC(=O)NCCCN(C)C